2-(1-(4-Amino-3-(2-fluoro-5-isopropoxyphenyl)-1H-pyrazolo[3,4-d]pyrimidin-1-yl)ethyl)-3-(3-Fluorophenyl)-4H-chromen-4-one NC1=C2C(=NC=N1)N(N=C2C2=C(C=CC(=C2)OC(C)C)F)C(C)C=2OC1=CC=CC=C1C(C2C2=CC(=CC=C2)F)=O